C(C)O[Si](CCCN(CCC[Si](OCC)(OCC)OCC)CCC[Si](OCC)(OCC)OCC)(OCC)OCC tris(3-(triethoxysilyl)propyl)amine